ClC=1C(=NN(C1NC(C1=CC=C(C=C1)C(F)(F)F)=O)C)C(F)(F)F N-(4-chloro-1-methyl-3-(trifluoromethyl)-1H-pyrazol-5-yl)-4-(trifluoromethyl)benzamide